COC1CCC(CC1)NCC=CC(=O)N 4-(((1r,4r)-4-meth-oxycyclohexyl)amino)but-2-enamide